4-(3-fluorophenoxy)-6-(trifluoromethyl)pyrimidine FC=1C=C(OC2=NC=NC(=C2)C(F)(F)F)C=CC1